CC(CCC=O)C (2S)-4-methyl-1-oxopentane